C1(CCCCC1)CN1CCCNCCC(NCCC1)C 9-(cyclohexylmethyl)-2-methyl-1,5,9-triazacyclododecan